ClC1=CC2=C(C(CCS2)=O)C=C1F 7-Chloro-6-fluoro-2,3-dihydro-1-benzothiin-4-one